(2S,3S)-2-amino-3-[(pyridin-2-yl)amino]-butanoic acid N[C@H](C(=O)O)[C@H](C)NC1=NC=CC=C1